ClC1=C(C=CC(=C1I)F)C(C)S(=O)(=O)NCOCC[Si](C)(C)C 2-chloro-4-fluoro-3-iodophenyl-N-((2-(trimethylsilyl)ethoxy)methyl)ethanesulfonamide